C[C@H]1N(CCCC1)C1CCOCC1 (2R,4R)-2-methyl-N-(tetrahydro-2H-pyran-4-yl)piperidin